ClC1=C(C=C(C=C1)NS(=O)(=O)C1=CC=C(C=C1)NC(NCC=1C=NC=CC1)=O)C(F)(F)F 3-(4-{[4-chloro-3-(trifluoromethyl)phenyl]sulfamoyl}phenyl)-1-(pyridin-3-ylmethyl)urea